(S)-3-(5-bromo-2-((6,6-dimethylpiperidin-3-yl)amino)pyrimidin-4-yl)-1H-indole-6-carbonitrile BrC=1C(=NC(=NC1)N[C@@H]1CNC(CC1)(C)C)C1=CNC2=CC(=CC=C12)C#N